8-(4-(1-cyclopropyl-4-(trifluoromethyl)-1H-imidazol-2-yl)benzyl)-2-(4-cyclopropyl-6-methoxypyrimidin-5-yl)-[1,2,4]triazolo[1,5-a]pyrazine C1(CC1)N1C(=NC(=C1)C(F)(F)F)C1=CC=C(CC=2C=3N(C=CN2)N=C(N3)C=3C(=NC=NC3OC)C3CC3)C=C1